C(C)(=O)O[C@H]1C=C([C@H]2OC(O[C@H]21)(C)C)COC2=CC(=C1C=C(C(=NC1=C2)N(CC2=CC=C(C=C2)OC)CC2=CC=C(C=C2)OC)Cl)F (3aS,4S,6aR)-6-(((2-(bis(4-methoxybenzyl)amino)-3-chloro-5-fluoroquinolin-7-yl)oxy)methyl)-2,2-dimethyl-3a,6a-dihydro-4H-cyclopenta[d][1,3]dioxol-4-yl acetate